4-([1,1'-biphenyl]-4-yl)-6-(3'-chloro-[1,1'-biphenyl]-2-yl)-2-phenylpyrimidine C1(=CC=C(C=C1)C1=NC(=NC(=C1)C1=C(C=CC=C1)C1=CC(=CC=C1)Cl)C1=CC=CC=C1)C1=CC=CC=C1